Fluoro-Triflate S(=O)(=O)(C(F)(F)F)F